FC1=C(C(=CC=C1)C)N1CCC(CC1)N1C(N(C=2C(C1)=CN(N2)C2CNCC2)CC2=C(C=CC=C2)C(F)(F)F)=O 3-[5-[1-(2-Fluoro-6-methyl-phenyl)-piperidin-4-yl]-6-oxo-7-(2-trifluoromethyl-benzyl)-4,5,6,7-tetrahydro-pyrazolo[3,4-d]pyrimidin-2-yl]-pyrrolidin